glutaric acid mono-{2-[2-(2-ethoxy-ethoxy)-ethoxy]-Ethyl} ester C(C)OCCOCCOCCOC(CCCC(=O)O)=O